C1(CCCC1)OC=1N=CC(=NC1)B(O)O 5-(CYCLOPENTOXY)PYRAZINE-2-BORONIC ACID